(±)-(4Z)-4-(1,3-benzothiazol-6-ylmethylene)-2-[[cis-2-methoxycycloheptyl]amino]-1H-imidazol-5-one S1C=NC2=C1C=C(C=C2)\C=C\2/N=C(NC2=O)N[C@H]2[C@H](CCCCC2)OC |r|